C(C(C)C)OCC(C(=O)N)=C i-butoxymethylacrylamide